6-amino-2-butoxy-9-(2-methoxy-4-(3-(piperidin-4-ylamino)propyl)benzyl)-9H-purin-8-ol NC1=C2N=C(N(C2=NC(=N1)OCCCC)CC1=C(C=C(C=C1)CCCNC1CCNCC1)OC)O